1,2-dimethyl-3-nitrobenzene CC1=C(C(=CC=C1)[N+](=O)[O-])C